NC=1C2=C(N=CN1)N(C(=C2C=2C=NC1=CC=CC=C1C2)C#C)C21CCC(CC2)(C1)NC(=O)C1=CN=C2N1C=CC=C2 N-(4-(4-Amino-6-ethynyl-5-(quinolin-3-yl)-7H-pyrrolo[2,3-d]pyrimidin-7-yl)bicyclo-[2.2.1]heptan-1-yl)imidazo[1,2-a]pyridine-3-carboxamide